C1=C(NC(=C1)O)C(=O)[O-] The molecule is a pyrrolecarboxylate that is the conjugate base of 5-hydroxypyrrole-2-carboxylic acid. It is a conjugate base of a 5-hydroxypyrrole-2-carboxylic acid.